OC1=CC=C(C=C1)NC(COC=1C=C(C=CC1)C)=O N-(4-hydroxyphenyl)-2-(m-tolyloxy)acetamide